C[C@H](C[C@@H](C)P(C1=CC=CC=C1)C2=CC=CC=C2)P(C3=CC=CC=C3)C4=CC=CC=C4 (2R,4R)-(+)-2,4-bis(diphenylphosphino)pentane